C[C@@H]1N(CCOC1)C1=C2C(=NC(=C1)N1[C@@H](COCC1)C)C(=NS2)C2=CC(=NN2)C (S)-3-methyl-4-(3-(3-methyl-1H-pyrazol-5-yl)-5-((R)-3-methylmorpholino)isothiazolo[4,5-b]pyridin-7-yl)morpholine